FC1=C(C=CC=C1F)NC=1C(=C(N2C1C(NCC2(C)C)=O)COC)C2C1C(=NC=N2)C=CS1 8-((2,3-difluorophenyl)amino)-7-(4,4a-dihydrothieno[3,2-d]pyrimidin-4-yl)-6-(methoxymethyl)-4,4-dimethyl-3,4-dihydropyrrolo[1,2-a]pyrazin-1(2H)-one